3-[4-(indazol-2-ylmethyl)phenyl]-5-(trifluoromethyl)-1,2,4-oxadiazole N=1N(C=C2C=CC=CC12)CC1=CC=C(C=C1)C1=NOC(=N1)C(F)(F)F